(S)-N-((R)-1-(1H-pyrrolo[3,2-c]pyridin-2-yl)ethyl)-7-((2',4'-difluoro-[1,1'-biphenyl]-4-carbonyl)glycyl)-1,4-dioxa-7-azaspiro[4.4]nonane-8-carboxamide N1C(=CC=2C=NC=CC21)[C@@H](C)NC(=O)[C@H]2N(CC1(OCCO1)C2)C(CNC(=O)C2=CC=C(C=C2)C2=C(C=C(C=C2)F)F)=O